1-methyl-N-(3-((2-((5-methyl-2-(1-methylpiperidin-4-yl)oxazol-4-yl)amino)-5-(trifluoromethyl)pyrimidin-4-yl)amino)propyl)azetidine-3-carboxamide CN1CC(C1)C(=O)NCCCNC1=NC(=NC=C1C(F)(F)F)NC=1N=C(OC1C)C1CCN(CC1)C